2-amino-4-(6-chloro-8-fluoro-2-((S)-1-((S)-1-methylpyrrolidin-2-yl)ethoxy)-4-(1,6-diazaspiro[3.5]nonan-6-yl)quinazolin-7-yl)-7-fluorobenzo[b]thiophene-3-carbonitrile NC1=C(C2=C(S1)C(=CC=C2C2=C(C=C1C(=NC(=NC1=C2F)O[C@@H](C)[C@H]2N(CCC2)C)N2CC1(CCN1)CCC2)Cl)F)C#N